The molecule is an alkyl-gibberellin that is gibberellin A4 carrying an extra methyl substituent at position 1alpha (4alpha using gibbane skeletal numbering). C[C@H]1C[C@@H]([C@@]2([C@@H]3[C@@]1([C@@H]4CC[C@@H]5C[C@@]4([C@H]3C(=O)O)CC5=C)OC2=O)C)O